(E)-2-(4-methoxybenzyl)-6-(2-((3-oxo-3-(4-(5-(trifluoromethyl)pyrimidin-2-yl)piperazin-1-yl)prop-1-en-1-yl)oxy)ethyl)-8-(trifluoromethyl)-3,4-dihydropyrrolo[1,2-a]pyrazin-1(2H)-one COC1=CC=C(CN2C(C=3N(CC2)C(=CC3C(F)(F)F)CCO\C=C\C(N3CCN(CC3)C3=NC=C(C=N3)C(F)(F)F)=O)=O)C=C1